CS(=O)(=O)C1=C(C(=O)Cl)C=C(C=C1)C=C 2-(methylsulfonyl)-5-vinylbenzoyl chloride